ClC1=CC=C(C=C1)/C(=C/COC1=CC(=C(OCC(=O)OC)C=C1)C)/C1=CC=C(C=C1)I methyl (Z)-[4-[3-(4-chlorophenyl)-3-(4-iodophenyl)allyloxy]-2-methylphenoxy]-acetate